N[C@H]1CN(C[C@@H](C1)F)C(=O)C1=CC2=C(N(C(=N2)C2=CC3=C(N2CC2CC2)C=CS3)C)C(=C1)OC ((3R,5R)-3-amino-5-fluoropiperidin-1-yl)(2-(4-(cyclopropylmethyl)-4H-thieno[3,2-b]pyrrol-5-yl)-7-methoxy-1-methyl-1H-benzo[d]imidazol-5-yl)methanone